ClS(C1=CC=C(C=C1)Cl)(F)(F)(F)F 4-(chlorotetrafluoro-λ6-sulfanyl)chlorobenzene